[Pb].N1=CC=CC2=CC=C3C(=C12)C=CC=C3 benzoquinoline lead